2-(3-chlorobenzyl)-N-(2-fluorophenyl)-8-methyl-4,5-dihydro-2H-furo[2,3-g]indazole-7-carboxamide ClC=1C=C(CN2N=C3C4=C(CCC3=C2)OC(=C4C)C(=O)NC4=C(C=CC=C4)F)C=CC1